tert-butyl 3-(4-methyl-3-((1-(2-methyl-7-(thiazol-2-yl)quinolin-5-yl)cyclopropyl)carbamoyl)phenyl)-3,8-diazabicyclo[3.2.1]octane-8-carboxylate CC1=C(C=C(C=C1)N1CC2CCC(C1)N2C(=O)OC(C)(C)C)C(NC2(CC2)C2=C1C=CC(=NC1=CC(=C2)C=2SC=CN2)C)=O